C(C)OC([C@@H](CN)NC(=O)OCC1=CC=CC=C1)=O (R)-3-amino-2-(((benzyloxy)carbonyl)amino)propionic acid ethyl ester